C1(CCCC1)[C@@H](CC#N)N1N=CC(=C1)C1=NC(=NC=C1C)NC=1C=NOC1 (R)-3-cyclopentyl-3-(4-(2-(isoxazol-4-ylamino)-5-methylpyrimidin-4-yl)-1H-pyrazol-1-yl)propanenitrile